4-[(1,3-dioxobutyl)amino]-benzenesulfonic acid O=C(CC(C)=O)NC1=CC=C(C=C1)S(=O)(=O)O